[O-]S(=O)(=O)C(F)(F)F.C(CCCCCCCCC)[NH+]1CCC(CC1)CCCC 1-Decyl-4-butylpiperidinium triflate